C=1C=CN2C1C=CC=C2 azolo[1,5-a]pyridine